(3R,5R,8R,9S,10S,13S,14S,17R)-17-((2S,3R)-3-hydroxy-4-methylpentan-2-yl)-10,13-dimethyl-3-(trifluoromethyl)hexadecahydro-1H-cyclopenta[a]phenanthren-3-ol O[C@@H]([C@@H](C)[C@H]1CC[C@H]2[C@@H]3CC[C@@H]4C[C@@](CC[C@@]4([C@H]3CC[C@]12C)C)(O)C(F)(F)F)C(C)C